O1C(=NN=C1)B(O)O 1,3,4-oxadiazoleboronic acid